5-AMINO-2-METHYL-1H-INDOLE-3-CARBALDEHYDE NC=1C=C2C(=C(NC2=CC1)C)C=O